ClC1=NC(=CC(=C1)C1=NC=CC=C1F)Cl 2',6'-Dichloro-3-fluoro-2,4'-bipyridine